CC1(CNCC1)C(=O)O 3-METHYL-PYRROLIDINE-3-CARBOXYLIC ACID